hydroxymalonamide OC(C(=O)N)C(=O)N